C1(CCC1)C=1C(=NN(C1NC(=O)C1CC(C1)(F)F)C)[C@@H]1C[C@@H](C1)C1=CC=CC=C1 N-(4-cyclobutyl-1-methyl-3-(cis)-(3-phenylcyclobutyl)-1H-pyrazol-5-yl)-3,3-difluorocyclobutane-1-carboxamide